6-{4-[4-fluoro-2-(2,2,2-trifluoroethoxy)phenyl]-1,3-dihydro-2H-pyrrolo[3,4-c]pyridin-2-yl}pyridine-3-carbonitrile FC1=CC(=C(C=C1)C1=NC=CC2=C1CN(C2)C2=CC=C(C=N2)C#N)OCC(F)(F)F